C(C)OC(=O)C1C2(CCC(C1)CC2)NC2=NC(=NN1C2=CC(=C1)NC(C)=O)Cl ((2-chloro-6-(acetylamino)pyrrolo[2,1-f][1,2,4]triazin-4-yl)amino)bicyclo[2.2.2]octane-2-carboxylic acid ethyl ester